NC1=C2C(=NC=N1)N(N=C2C2=NOC(=C2C2=NC=C(C=N2)C2CC1(CN(C1)C(=O)OC(C)(C)C)C2)C2CC2)C(C)(C)C tert-butyl 6-[2-[3-(4-amino-1-tert-butyl-pyrazolo[3,4-d]pyrimidin-3-yl)-5-cyclopropyl-isoxazol-4-yl]pyrimidin-5-yl]-2-azaspiro[3.3]heptane-2-carboxylate